Cl.Cl.FC=1C(=NC=CC1OC)CN (3-fluoro-4-methoxypyridin-2-yl)methanamine dihydrochloride